FC1=C(C=C(C(=C1)F)[N+](=O)[O-])O 2,4-difluoro-5-nitrophenol